BrCC1=CC(=C2N=C(C(NC2=C1F)=O)C)C#CC1=CC=CC=C1 7-(bromomethyl)-8-fluoro-3-methyl-5-(2-phenylethynyl)-1,2-dihydroquinoxalin-2-one